ClC1=CC2=C(C=N1)C=C(N2COCC[Si](C)(C)C)S(=O)(=O)C(C(=O)[O-])C ((6-chloro-1-((2-(trimethylsilyl)ethoxy)methyl)-1H-pyrrolo[3,2-c]pyridin-2-yl)sulfonyl)propanoate